6-(3-fluoro-5-isobutoxy-phenyl)pyridine-3-carboxamide FC=1C=C(C=C(C1)OCC(C)C)C1=CC=C(C=N1)C(=O)N